((tert-butyldimethylsilyl)oxy(methyl)-1-(3-fluoro-4-((4-methoxybenzyl)-oxy)pyridin-2-yl)pyrrolidin-3-yl)-N-(4-methoxybenzyl)methanesulfonamide [Si](C)(C)(C(C)(C)C)OC1(N(CCC1CS(=O)(=O)NCC1=CC=C(C=C1)OC)C1=NC=CC(=C1F)OCC1=CC=C(C=C1)OC)C